CN(C1=C(C(=C(C=2N1C=CN2)C#N)C)CC2=CC=C(C=C2)[S@@](=O)(C)=N)C (S)-5-(dimethylamino)-6-({4-[imino(methyl)oxo-λ6-sulfanyl]phenyl}methyl)-7-methylimidazo[1,2-a]pyridine-8-carbonitrile